Butyl-{2-chloro-5-[(2,6-dimethyl-phenylamino)-methyl]-pyrimidin-4-yl}-amine C(CCC)NC1=NC(=NC=C1CNC1=C(C=CC=C1C)C)Cl